2-fluoro-α-methyl[1,1'-biphenyl]-4-acetic acid, 4-(nitrooxy)butyl ester FC1=C(C=CC(=C1)C(C(=O)OCCCCO[N+](=O)[O-])C)C1=CC=CC=C1